C(C)N(CCO)CCO ethylbis(2-hydroxyethyl)amine